C(C1=CC=CC=C1)N1C2(CC2)CC[C@H]1CO[Si](C)(C)C(C)(C)C (S)-4-benzyl-5-(((tert-butyldimethylsilyl)oxy)methyl)-4-azaspiro[2.4]heptane